methyl-2-vinyl-pyridinium acetate C(C)(=O)[O-].C[N+]1=C(C=CC=C1)C=C